ClC1=C(C=C(C=2C3=C(NC12)CCN([C@@H]3C)C(=O)C3=NC=C(C=N3)OC)CC)Cl (R)-(6,7-dichloro-9-ethyl-1-methyl-1,3,4,5-tetrahydro-2H-pyrido[4,3-b]indol-2-yl)(5-methoxypyrimidin-2-yl)methanone